bis[1,2,4-tri(ethyl)cyclopentadienyl]hafnium C(C)C1(C(=CC(=C1)CC)CC)[Hf]C1(C(=CC(=C1)CC)CC)CC